ClC1=C(C(=O)NC(C(=O)O)CC2=CC=C(C=C2)COC2CCC(CC2)NC2=NC=CC=C2)C(=CC=C1)Cl 2-(2,6-dichlorobenzamido)-3-(4-(((4-(pyridin-2-ylamino)cyclohexyl)oxy)methyl)phenyl)propanoic acid